N=1N=NNC1 4H-tetrazole